C(C)S(=O)(=O)C1=C(N=C2N1C=C(C=C2)OCC(F)(F)F)N2CC1=NC=C(C=C1C2=O)C(F)(F)F 6-[3-ethylsulfonyl-6-(2,2,2-trifluoroethoxy)imidazo[1,2-a]pyridin-2-yl]-3-(trifluoromethyl)-7H-pyrrolo[3,4-b]pyridin-5-one